N1(CCC1)CC1(CC1)NC(CC1=C(C=CC=C1F)Cl)=O N-(1-(azetidin-1-ylmethyl)cyclopropyl)-2-(2-chloro-6-fluorophenyl)acetamide